N-ethyl-N-(4-fluoro-3-(4,4,5,5-tetramethyl-1,3,2-dioxaborolan-2-yl)-5-(1,3,5-trimethyl-1H-pyrazol-4-yl)phenyl)ethanesulfonamide C(C)N(S(=O)(=O)CC)C1=CC(=C(C(=C1)C=1C(=NN(C1C)C)C)F)B1OC(C(O1)(C)C)(C)C